4-amino-3-(cyclopropoxy)benzoate NC1=C(C=C(C(=O)[O-])C=C1)OC1CC1